FC1=C(C=CC(=C1COC=1C=C2C(=NC1)N(N=C2C(C)C)C2OCCCC2)F)NS(=O)(=O)C=2C(=NC=C(C2)F)OC N-[2,4-difluoro-3-([[3-isopropyl-1-(oxan-2-yl)pyrazolo[3,4-b]pyridin-5-yl]oxy]methyl)phenyl]-5-fluoro-2-methoxypyridine-3-sulfonamide